ClC=1C(=C(C=CC1)C1(CC2C(N(OC2(C)C)C)C(C1)C)C)C 5-(3-Chloro-2-methylphenyl)-1,3,3,5,7-pentamethyloctahydrobenzo[c]isoxazol